2-chloro-5-(methylsulfonyl)benzoic acid ClC1=C(C(=O)O)C=C(C=C1)S(=O)(=O)C